(R)-3,4-difluoro-10-isobutyl-11-methyl-8-phenyl-8,9,10,11-tetrahydro-5H-benzo[3,4]chromeno[7,6-f][1,2,5]thiadiazepine-2-carboxylic acid 12,12-dioxide FC=1C(=CC2=C(COC3=CC=4N(C[C@H](N(S(C4C=C23)(=O)=O)C)CC(C)C)C2=CC=CC=C2)C1F)C(=O)O